di-octyl-tin dichloride C(CCCCCCC)[Sn](CCCCCCCC)(Cl)Cl